C(C)(C)(C)OC(=O)N1CC(CCC1)N1CCN(CC1)C(=O)OCC1=CC=CC=C1 benzyl 4-[1-(tert-butoxycarbonyl)piperidin-3-yl]piperazine-1-carboxylate